(S)-6-(3,5-dimethylisoxazol-4-yl)-1-(1-phenylethyl)-1H-imidazo[4,5-b]pyridin-2(3H)-one CC1=NOC(=C1C=1C=C2C(=NC1)NC(N2[C@@H](C)C2=CC=CC=C2)=O)C